1-(benzenesulfonyl)indol-6-ol C1(=CC=CC=C1)S(=O)(=O)N1C=CC2=CC=C(C=C12)O